tert-amyl peroxypivalate (tert-amyl peroxypivalate) tert-amyl-peroxyneodecanoate (tert-amyl-peroxyneodecanoate) C(C)(C)(CC)C(C(=O)OO)CCCCC(C)(C)C.C(C)(C)(CC)OOC(CCCCCC(C)(C)C)=O.C(C)(C)(CC)CC(C(=O)OO)(C)C.C(C(C)(C)C)(=O)OOC(C)(C)CC